2-chloro-N-(1-(3,4-dimethoxyphenyl)-1H-imidazol-4-yl)pyrrolo[2,1-f][1,2,4]triazin-4-amine ClC1=NN2C(C(=N1)NC=1N=CN(C1)C1=CC(=C(C=C1)OC)OC)=CC=C2